FC1=C(C=CC=C1S(=O)(=O)C)NC1=NC=C(C(=N1)C1=CNC2=C(C=CC=C12)NC([C@H](COC)N1C[C@@H](N([C@H](C1)C)C)C)=O)C (S)-N-(3-(2-((2-fluoro-3-(methylsulfonyl)phenyl)amino)-5-methylpyrimidin-4-yl)-1H-indol-7-yl)-3-methoxy-2-((3s,5s)-3,4,5-trimethylpiperazin-1-yl)propionamide